NC=1C(=CC(=C(C1)S(=O)(=O)N(C)C)C)NC 5-amino-N,N,2-trimethyl-4-(methylamino)benzenesulfonamide